Rac-5-(aminomethyl)-5-[5-(trifluoromethyl)-1,3-thiazol-4-yl]imidazolidine-2,4-dione hydrochloride Cl.NC[C@]1(C(NC(N1)=O)=O)C=1N=CSC1C(F)(F)F |r|